tert-butyl (E)-(1-(6-((8-(1-ethyl-3-(trifluoromethyl)-1H-pyrazol-4-yl)-6-((2-methyl-1H-imidazol-1-yl)methyl)-4-oxochroman-3-ylidene)methyl)-3-fluoropyridin-2-yl)azetidin-3-yl)carbamate C(C)N1N=C(C(=C1)C=1C=C(C=C2C(\C(\COC12)=C\C1=CC=C(C(=N1)N1CC(C1)NC(OC(C)(C)C)=O)F)=O)CN1C(=NC=C1)C)C(F)(F)F